(S)-5-(3-(4-fluorophenyl)-2-methyloctan-2-yl)benzene-1,3-diol FC1=CC=C(C=C1)[C@@H](C(C)(C)C=1C=C(C=C(C1)O)O)CCCCC